CN(C(C(CC)C1=CN(C2=CC=CC=C12)C(=O)OC(C)(C)C)=O)C tert-Butyl 3-(1-(dimethylamino)-1-oxobutan-2-yl)-1H-indole-1-carboxylate